CSC=1C=C(C=CC1)C=1C=CC(=C(C=O)C1)B1OC(C(O1)(C)C)(C)C 5-(3-methylsulfanylphenyl)-2-(4,4,5,5-tetramethyl-1,3,2-dioxaborolan-2-yl)benzaldehyde